2-(4-methoxyphenyl)-1H-indene COC1=CC=C(C=C1)C=1CC2=CC=CC=C2C1